NCCN1CC(C1)OC1=C(C=2O[B-]([C@H]3C[C@H]3C2C=C1)(O)O)C(=O)O (2R,4S)-9-[1-(2-aminoethyl)azetidin-3-yl]oxy-5,5-dihydroxy-6-oxa-5-boranuidatricyclo[5.4.0.02,4]undeca-1(7),8,10-triene-8-carboxylic acid